tert-Butyl ((1R,2R)-2-(2-(3-amino-1H-pyrazol-5-yl)-3-fluoro-5-methylphenoxy)cyclopentyl)carbamate NC1=NNC(=C1)C1=C(O[C@H]2[C@@H](CCC2)NC(OC(C)(C)C)=O)C=C(C=C1F)C